C(#N)C1=C(COC=2C=C3C(=CC(=NC3=CC2)C(=O)N2CCC(CC2)(C#N)C2=CC=CC=C2)C(=O)N2CCCCC2)C=C(C=C1)F 1-(6-((2-cyano-5-fluoro-benzyl)oxy)-4-(piperidine-1-carbonyl)quinoline-2-carbonyl)-4-phenylpiperidine-4-carbonitrile